3-((tert-butylamino)methyl)phenol C(C)(C)(C)NCC=1C=C(C=CC1)O